C(C)N(C1=CC(=C(C=C1)C=C1C(C(CC1)=CC1=C(C=C(C=C1)N(CC)CC)C)=O)C)CC 2,5-bis[(4-diethylamino-2-methylphenyl)methylene]cyclopentanone